ClC1=CCC2C(B(OC2C2=CC(=C(C(=N)N)C=C2)OCC=2C=NC=CC2)O)=C1F 4-(6-chloro-7-fluoro-1-hydroxy-3,4-dihydro-1H-benzo[c][1,2]oxaborole-3-yl)-2-(pyridin-3-ylmethoxy)benzamidine